COC1=CC=C(CN(S(=O)(=O)C2=CC(=C(C=C2)NC2=NC=C(C=C2)C(F)(F)F)C=2N=C3N(C2C)CCC3)C)C=C1 N-(4-methoxybenzyl)-N-methyl-3-(3-methyl-6,7-dihydro-5H-pyrrolo[1,2-a]imidazol-2-yl)-4-((5-(trifluoromethyl)pyridin-2-yl)amino)benzenesulfonamide